N-(4-{1-[(4-chloro-2-methoxyphenyl)carbonyl]piperidin-4-yl}butyl)-1H-pyrrolo[3,2-c]pyridine-2-carboxamide ClC1=CC(=C(C=C1)C(=O)N1CCC(CC1)CCCCNC(=O)C1=CC=2C=NC=CC2N1)OC